CC1([C@H](OC1)[C@]1(CN(CC1)CC=1C=NC=CC1)CCC1=CC=C(C#N)C=C1)C |o1:2| 4-(2-((R)-3-((R or S)-3,3-dimethyloxetan-2-yl)-1-(pyridin-3-ylmethyl)pyrrolidin-3-yl)ethyl)benzonitrile